CN(C=1SC=2C(=NC=C(N2)C2=C(C=C(C=C2)C=2C=NNC2)O)N1)C1CCNCC1 2-{2-[Methyl(piperidin-4-yl)amino][1,3]thiazolo[4,5-b]pyrazin-6-yl}-5-(1H-pyrazol-4-yl)phenol